C[C@@H]1NCCNC1 (2R,5S)-5-methylpiperazin